1-[(Quinoxaline-6-yl)methyl]-3-methyl-7-(2-butyne-1-yl)-8-((R)-3-amino-piperidine-1-yl)-xanthine N1=CC=NC2=CC(=CC=C12)CN1C(=O)N(C=2N=C(N(C2C1=O)CC#CC)N1C[C@@H](CCC1)N)C